OCCOC(C=C)=O 2-hydroxyethyl-propenoate